9,9'-(2-(4-(2,6-bis(methyl-d3)phenyl-3,4,5-d3)-6-(9H-carbazol-9-yl-d8)-1,3,5-triazin-2-yl)-1,3-phenylene)bis(9H-carbazole-1,2,3,4,5,6,7,8-d8) C(C1=C(C(=C(C(=C1[2H])[2H])[2H])C([2H])([2H])[2H])C1=NC(=NC(=N1)N1C2=C(C(=C(C(=C2C=2C(=C(C(=C(C12)[2H])[2H])[2H])[2H])[2H])[2H])[2H])[2H])C1=C(C=CC=C1N1C2=C(C(=C(C(=C2C=2C(=C(C(=C(C12)[2H])[2H])[2H])[2H])[2H])[2H])[2H])[2H])N1C2=C(C(=C(C(=C2C=2C(=C(C(=C(C12)[2H])[2H])[2H])[2H])[2H])[2H])[2H])[2H])([2H])([2H])[2H]